BrC=1C=C(C=C2CCN(CC12)C(=O)OC(C)(C)C)OCCOC t-butyl 8-bromo-6-(2-methoxyethoxy)-3,4-dihydro-isoquinoline-2(1H)-carboxylate